2,2'-{1,4,8-triazacycloundecane-1,4-diylbis[methylene(2-hydroxy-5-methyl-3,1-phenylene)methyleneazanediyl]}di(propane-1,3-diol) N1(CCN(CCCNCCC1)CC=1C(=C(C=C(C1)C)CNC(CO)CO)O)CC=1C(=C(C=C(C1)C)CNC(CO)CO)O